cyclohexene-1,4-diene C=1=CCC=CC1